CC=1C=C(C=CC1OC1=CC2=C(N(C=N2)C)C=C1)NC1=NC=NC2=C1N=C(N=C2)N2CCN(CC2)C(C=C)=O 1-(4-(8-((3-methyl-4-((1-methyl-1H-benzo[d]imidazol-5-yl)oxy)phenyl)amino)pyrimido[5,4-d]pyrimidin-2-yl)piperazin-1-yl)prop-2-en-1-one